5-Morpholinopyrazin-2-Carboxamid O1CCN(CC1)C=1N=CC(=NC1)C(=O)N